2,8-dimethyl-2,3,4,5-tetrahydro-1H-pyrido[4,3-b]indole CN1CC2=C(NC=3C=CC(=CC23)C)CC1